C(C=CC=CCCCCC)=O 2,4-decadien-1-al